CC1=C(C(=CC=C1)C)OC1=C(C=CC=C1C)C (2,6-dimethylphenyl) ether